butyl (1R,2S,5S)-2-(((2,6-dichloro-8-fluoro-7-(6-fluoro-1-methyl-1H-indazol-7-yl)-4-hydroxyquinazolin-5-yl)oxy)methyl)-3,8-diazabicyclo[3.2.1]octane-8-carboxylate ClC1=NC2=C(C(=C(C(=C2C(=N1)O)OC[C@@H]1[C@H]2CC[C@@H](CN1)N2C(=O)OCCCC)Cl)C=2C(=CC=C1C=NN(C21)C)F)F